C(\C=C\C=C/CCCCC)(=O)[O-] 2E-4Z-decadienoate